C(C)C=1C=C(C=CC1NC1=NC=C(C(=N1)C1=CC2=C(C(N(CCS2(=O)=O)C)=O)S1)C(F)(F)F)N1CC(C1)NC(OC(C)(C)C)=O tert-butyl (1-(3-ethyl-4-((4-(4-methyl-1,1-dioxido-5-oxo-2,3,4,5-tetrahydrothieno[2,3-f][1,4]thiazepin-7-yl)-5-(trifluoromethyl)pyrimidin-2-yl)amino)phenyl)azetidin-3-yl)carbamate